1-(3-(methoxymethyl)-9H-fluoren-9-yl)-3-(2-phenylpyridin-3-yl)urea COCC=1C=CC=2C(C3=CC=CC=C3C2C1)NC(=O)NC=1C(=NC=CC1)C1=CC=CC=C1